C(C)(C)(C)OC(=O)N1CCC2(CN(C2)C2=CC=C(C=C2)Br)CC1 2-(4-bromophenyl)-2,7-diazaspiro[3.5]nonane-7-carboxylic acid tert-butyl ester